(±)-5-((4-cyclopropyl-3-((methylsulfinyl)methyl)phenyl)amino)-7-(cyclopropylamino)pyrazolo[1,5-a]pyrimidine-3-carbonitrile C1(CC1)C1=C(C=C(C=C1)NC1=NC=2N(C(=C1)NC1CC1)N=CC2C#N)C[S@](=O)C |r|